CC(C(=O)C1=CC=C(C=C1)N1CCOCC1)(C)N(C)C 2-methyl-2-dimethylamino(4-morpholinophenyl)propane-1-one